7-fluoro-1H-indole-1-carboxylic acid 4-((bis(benzyloxy) phosphoryl) oxy)-3-fluorobenzyl ester C(C1=CC=CC=C1)OP(=O)(OCC1=CC=CC=C1)OC1=C(C=C(COC(=O)N2C=CC3=CC=CC(=C23)F)C=C1)F